(3s,4r)-1-methyl-4-[2-methyl-5-(trifluoromethyl)pyrazol-3-yl]-2-oxo-N-(2,3,4-trifluorophenyl)pyrrolidine-3-carboxamide CN1C([C@@H]([C@H](C1)C=1N(N=C(C1)C(F)(F)F)C)C(=O)NC1=C(C(=C(C=C1)F)F)F)=O